{6-[8-amino-6-(4-ethylpyridin-3-yl)-[2,7]Naphthyridin-3-ylamino]Pyridin-2-yl}methanol tert-butyl-3-(iodomethyl)-3-(methyl-d)azetidine-1-carboxylate C(C)(C)(C)C1N(CC1(C[2H])CI)C(=O)OCC1=NC(=CC=C1)NC=1N=CC2=C(N=C(C=C2C1)C=1C=NC=CC1CC)N